CN1C(=C(C2=CC(=CC=C12)OC(C)=O)C(=O)OCC)C ethyl 1,2-dimethyl-5-acetoxy-1H-indole-3-carboxylate